C(C)(C)(C)OC(=O)NCCCN(C(OC(C)(C)C)=O)CCCCNC(CCCCCNC(CCC1(N=N1)C)=O)=O tert-butyl (3-((tert-butoxycarbonyl)amino)propyl)(4-(6-(3-(3-methyl-3H-diazirin-3-yl)propanamido)hexanamido)butyl)carbamate